CC1=C(C=CC(=C1)B1OC(C(O1)(C)C)(C)C)N1N=CC(=C1)C(=O)NCC1=NC(=NN1)C(C(F)(F)F)(C)C 1-[2-methyl-4-(4,4,5,5-tetramethyl-1,3,2-dioxaborolan-2-yl)phenyl]-N-[[3-(2,2,2-trifluoro-1,1-dimethyl-ethyl)-1H-1,2,4-triazol-5-yl]methyl]pyrazole-4-carboxamide